ClC=1C=C(NC2(CCC3([C@H](CC4=CC=CC=C34)C[C@H](COC3=C4C(=NC=C3)CC[C@H]4CC)C)CC2)C(=O)O)C=CC1 (1r,2'S,4S)-4-(3-chloroanilino)-2'-[(2R)-3-{[(5R)-5-ethyl-6,7-dihydro-5H-cyclopenta[b]pyridin-4-yl]oxy}-2-methylpropyl]-2',3'-dihydrospiro[cyclohexane-1,1'-indene]-4-carboxylic acid